trithiazolic acid S1SSN=C1C(=O)O